tert-butyl 4-[5-(4-chlorophenyl)-1H-pyrazol-3-yl]-3,6-dihydro-2H-pyridine-1-carboxylate ClC1=CC=C(C=C1)C1=CC(=NN1)C=1CCN(CC1)C(=O)OC(C)(C)C